N1N=NN=C1C1=C(C=CC=C1)C1=CC(=CC(=N1)N(CC(C)C)CC1=CC=CC=C1)NC=1C(=NC=CC1)F 6-(2-(1H-tetrazol-5-yl)phenyl)-N2-benzyl-N4-(2-fluoropyridin-3-yl)-N2-isobutylpyridine-2,4-diamine